tert-butyl (4R,7S)-3-iodo-1,4,5,6,7,8-hexahydro-4,7-epiminocyclohepta[c]pyrazole-9-carboxylate IC=1C2=C(NN1)C[C@@H]1CC[C@H]2N1C(=O)OC(C)(C)C